CC1=NC=CC=N1 2-methylpyrimidin